O=C1NC(CCC1N1C(C2=CC=CC(=C2C1)NCCOCCOCCOCCOCCOCCS(=O)(=O)O)=O)=O 17-((2-(2,6-dioxopiperidin-3-yl)-1-oxoisoindolin-4-yl)amino)-3,6,9,12,15-pentaoxaheptadecane-1-sulfonic acid